NC1=C(SC2=NC(=CC=C21)C)C(=O)N[C@H]2COC1=C(C2)C(=C(C(=C1)N1[C@@H]2CN[C@H](C1)C2)F)F 3-amino-N-[(3R)-7-[(1S,4S)-2,5-diazabicyclo[2.2.1]heptan-2-yl]-5,6-difluoro-3,4-dihydro-2H-1-benzopyran-3-yl]-6-methylthieno[2,3-b]pyridine-2-carboxamide